ClC=1C=C2C=C(NC2=CC1OCC=1N=CSC1)CNC(=O)[C@@H]1C(N(C1)C)=O (R)-N-((5-chloro-6-(thiazol-4-ylmethoxy)-1H-indol-2-yl)methyl)-1-methyl-2-oxoazetidine-3-carboxamide